o-phenoxyphenol O(C1=CC=CC=C1)C1=C(C=CC=C1)O